C1OCC12CN(CCC2)C=2OC1=C(N2)C=C(C=C1)NC(=O)C=1C=CC2=C(N(CCO2)C)C1 4-methyl-3,4-dihydro-2H-benzo[1,4]oxazine-6-carboxylic acid [2-(2-oxa-6-aza-spiro[3.5]non-6-yl)-benzooxazol-5-yl]-amide